O=C(C(=O)N)N1[C@H](CC[C@@H](C1)C)C1=CC=C(C=C1)N1CCN(CC1)C 2-oxo-2-[(2R,5S)-5-methyl-2-[4-(4-methylpiperazin-1-yl)phenyl]-1-piperidyl]acetamide